C(=O)(O)C(CC=1C=C(CN(C(CC=2C=C(C=CC2)CC(C(=O)O)C2CNCC2)=O)CCCOC2=CC(=CC=C2)CC(C2CNCC2)C(=O)O)C=CC1)C1CNCC1 3-(3-(2-((3-(2-carboxy-2-(pyrrolidin-3-yl)ethyl)benzyl)(3-(3-(2-carboxy-2-(pyrrolidin-3-yl)ethyl)phenoxy)propyl)amino)-2-oxoethyl)phenyl)-2-(pyrrolidin-3-yl)propanoic acid